N(=O)N1[C@@H](CCC1)C(=O)O (S)-1-nitrosopyrrolidine-2-formic acid